CC[C@H](C)[C@H](C/C=C\\C[C@H]([C@@H](CC)C(=O)[O-])O)OC The molecule is the conjugate base of methoxymycolic acid type-3 (IX). A class of mycolic acids characterized by the presence of a proximal cis C=C double bond and a distal (CH-CH3)-(CHO-CH3) fragment of (S,S) stereochemistry in the meromycolic chain.